ClC1=C(C=C2N=CC=NC2=C1)CNC=1C=NC=C(C1N1CCNCC1)C(F)F N-((7-chloroquinoxalin-6-yl)methyl)-5-(difluoromethyl)-4-(piperazin-1-yl)pyridin-3-amine